2'-hydroxy-4'-methyl-5'-nitroacetophenone OC1=C(C=C(C(=C1)C)[N+](=O)[O-])C(C)=O